OCCN1CCN(CC1)S(=O)(=O)C=1C=CC(=C(C1)C1=NN2C(C(N1)=O)=C(C(=C2CCC)CO)C)OCCC 2-(5-((4-(2-hydroxyethyl)piperazin-1-yl)sulfonyl)-2-propoxyphenyl)-6-(hydroxymethyl)-5-methyl-7-propylpyrrolo[2,1-f][1,2,4]triazin-4(3H)-one